2-(2-(difluoromethyl)-5-methoxypyridin-4-yl)-4-(5-methyl-1,3,4-oxadiazol-2-yl)benzoic acid methyl ester COC(C1=C(C=C(C=C1)C=1OC(=NN1)C)C1=CC(=NC=C1OC)C(F)F)=O